methyl (S)-3-(4-(phenylmethyloxy) phenyl)-2-hydroxypropionate C1(=CC=CC=C1)COC1=CC=C(C=C1)C[C@@H](C(=O)OC)O